4-[1-hydroxy-4-[4-(hydroxydiphenylmethyl)-1-piperidinyl]-butyl]-α,α-dimethyl-benzeneacetic acid dihydrate O.O.OC(CCCN1CCC(CC1)C(C1=CC=CC=C1)(C1=CC=CC=C1)O)C1=CC=C(C=C1)C(C(=O)O)(C)C